2-aminophenoxazin-3-one-7-carboxylic acid NC1=CC2=NC3=CC=C(C=C3OC2=CC1=O)C(=O)O